stearoyl-amide C(CCCCCCCCCCCCCCCCC)(=O)[NH-]